C(C)(=O)N1CC(CC1)OC1=CC=C(C=C1)NC1=NC2=CC=CC=C2C=N1 2-((4-((1-acetylpyrrolidin-3-yl)oxy)phenyl)amino)quinazolin